CC1CN(C=2C=CC3=C(C12)C=CC=C3S[Si](C(C)C)(C(C)C)C(C)C)C(=O)OC(C)(C)C tert-Butyl 1-methyl-6-((triisopropylsilyl)thio)-1,2-dihydro-3H-benzo[e]indole-3-carboxylate